N-(cyclopropylmethyl)-4-iodopyridin-2-amine C1(CC1)CNC1=NC=CC(=C1)I